tert-Butyl (R)-(1-(6-bromopyridin-2-yl)-3-hydroxypropan-2-yl)carbamate BrC1=CC=CC(=N1)C[C@H](CO)NC(OC(C)(C)C)=O